OC1(CC=C(C2=CC=CC=C12)OC)C(=O)O 1-Hydroxy-4-methoxy-naphthoic acid